5-[4-amino-5-(trifluoromethyl)pyrrolo[2,1-f][1,2,4]triazin-7-yl]-4-fluoro-N-[(3R,4S)-4-fluoro-1-[5-(trifluoromethoxy)pyridine-2-carbonyl]pyrrolidin-3-yl]-2-methylbenzamide NC1=NC=NN2C1=C(C=C2C=2C(=CC(=C(C(=O)N[C@@H]1CN(C[C@@H]1F)C(=O)C1=NC=C(C=C1)OC(F)(F)F)C2)C)F)C(F)(F)F